2-methyl-4-[4-[3-methyl-4-(1-methylbenzotriazol-5-yl)oxy-anilino]pyrimido[5,4-d]pyrimidin-6-yl]piperazine-1-carboxylate CC1N(CCN(C1)C=1N=CC=2N=CN=C(C2N1)NC1=CC(=C(C=C1)OC1=CC2=C(N(N=N2)C)C=C1)C)C(=O)[O-]